C1=C(C=CC2=CC=CC=C12)N=C=NC1=CC2=CC=CC=C2C=C1 di-β-naphthyl-carbodiimide